N1(N=CC=C1)CC1=NC=C(C=C1OC)Br 2-((1H-pyrazol-1-yl)methyl)-5-bromo-3-methoxypyridine